CC1N(C2(CNC2=O)CC1)C(=O)[O-] 6-methyl-1-oxo-2,5-diazaspiro[3.4]octane-5-carboxylate